2-((5-(7-((1-(6-bromopyrazolo[1,5-a]pyrimidine-3-carbonyl)piperidin-4-yl)methyl)-2,7-diazaspiro[3.5]nonan-2-yl)-1,2,4-triazin-6-yl)oxy)-N-ethyl-5-fluoro-N-isopropylbenzamide BrC=1C=NC=2N(C1)N=CC2C(=O)N2CCC(CC2)CN2CCC1(CN(C1)C=1N=CN=NC1OC1=C(C(=O)N(C(C)C)CC)C=C(C=C1)F)CC2